ethyl 1-(trifluoromethyl)cyclopropane-1-carboxylate FC(C1(CC1)C(=O)OCC)(F)F